FC1=CC=C(C=C1)/C=C/C(=O)C1=CC=C(C=C1)S(=O)(=O)N(CCCC(=O)O)C 4-[[4-[(E)-3-(4-Fluorophenyl)prop-2-enoyl]phenyl]sulfonyl-methylamino]butanoic acid